OC=1C(=C(C(=CC1)C)NC(=O)C1=CN=C(S1)NC1=NN(C(=C1)CN1CC[NH+](CC1)CCO)C)C N-(3-Hydroxy-2,6-dimethyl-phenyl)-2-[[5-[[4-(2-hydroxyethyl)piperazin-4-ium-1-yl]methyl]-1-methyl-pyrazol-3-yl]amino]thiazole-5-carboxamide